NC1=C(C(=C(C=2C(C3=CC=CC=C3C(C12)=O)=O)N)OC1=CC=C(C=C1)S(=O)(=O)N(CCO)CCO)OC1=CC=C(C=C1)S(=O)(=O)N(CCO)CCO 4,4'-((1,4-diamino-9,10-dioxo-9,10-dihydroanthracene-2,3-diyl)bis(oxy))bis(N,N-bis(2-hydroxyethyl)benzenesulfonamide)